tert-butyl (1-(4-((6-phenoxypyridin-3-yl)amino)pyrido[3,2-d]pyrimidin-6-yl)azetidin-3-yl)carbamate O(C1=CC=CC=C1)C1=CC=C(C=N1)NC=1C2=C(N=CN1)C=CC(=N2)N2CC(C2)NC(OC(C)(C)C)=O